[Si](C)(C)(C(C)(C)C)O[C@H]1CN(CC1)C1=C(C=C2C(=N1)N=C(O2)N2CCOCC2)[N+](=O)[O-] (R)-5-(3-((tert-butyldimethylsilyl)oxy)pyrrolidin-1-yl)-2-morpholino-6-nitrooxazolo[4,5-b]pyridine